C1C2N(CCN1C1=CC=C(C=C1)NC1=NC=C(C(=C1)NCCCN1C(COCCC1)=O)C(F)(F)F)CCCC2 4-(3-((2-((4-(octahydro-2H-pyrido[1,2-a]pyrazin-2-yl)phenyl)amino)-5-(trifluoromethyl)pyridin-4-yl)amino)propyl)-1,4-oxazepan-3-one